(E)-1-[2-Hydroxy-6-[2-hydroxy-3-[3-hydroxy-2-[(E)-3-(3-methoxyphenyl)prop-2-enoyl]phenoxy]propoxy]phenyl]-3-(3-methoxyphenyl)prop-2-en-1-one OC1=C(C(=CC=C1)OCC(COC1=C(C(=CC=C1)O)C(\C=C\C1=CC(=CC=C1)OC)=O)O)C(\C=C\C1=CC(=CC=C1)OC)=O